2-((2-amino-5-((2-bromo-5-isopropylpyridin-4-yl)oxy)pyrimidin-4-yl)amino)propane-1,3-diol NC1=NC=C(C(=N1)NC(CO)CO)OC1=CC(=NC=C1C(C)C)Br